FC1(C(C1)C1=C(C=CC(=N1)C(=O)NC=1C(=C(C=2N(C1)C=C(N2)C2CCN(CC2)C(=O)OC(C)(C)C)F)C(C)(C)O)F)F tert-butyl 4-(6-(6-(2,2-difluorocyclopropyl)-5-fluoropicolinamido)-8-fluoro-7-(2-hydroxypropane-2-yl)imidazo(1,2-a)pyridin-2-yl)piperidine-1-carboxylate